CC1=CC=CC=C1/C=C/C(=O)OOC(=O)/C=C/C2=C3C(=CC=C2)O3 methyl epoxycinnamate